N1(CCC1)C=1C=CC=2C(=NC(=CN2)NCC2=CC=C3C=CNC3=C2)N1 6-(azetidin-1-yl)-N-[(1H-indol-6-yl)methyl]pyrido[2,3-b]pyrazin-3-amine